Cl.NCCC1=C(C=CC(=C1)N)O 2-AMINOETHYL-p-AMINO-PHENOL HCl